CS(=O)(=O)CCOC1=CC=C(C=C1)[N+](=O)[O-] 1-(2-(methylsulfonyl)ethoxy)-4-nitrobenzene